(2,3-dihydroxynaphthyl)triphenylphosphonium bromide [Br-].OC1=C(C2=CC=CC=C2C=C1O)[P+](C1=CC=CC=C1)(C1=CC=CC=C1)C1=CC=CC=C1